C1(CC1)N1N=NC(=C1)C1=CC=2N(C=C1)C(=CN2)C2=CC=C(C#N)C=C2 4-[7-(1-Cyclopropyltriazol-4-yl)imidazo[1,2-a]pyridin-3-yl]benzonitrile